potassium [1,1'-biphenyl]-4,4'-disulfonate C1(=CC=C(C=C1)S(=O)(=O)[O-])C1=CC=C(C=C1)S(=O)(=O)[O-].[K+].[K+]